FC=1C(=C(N[C@@H](C)C=2C=C(C=C3C(N(C(=NC23)N2CCOCC2)C)=O)C)C=CC1F)S(=O)(=O)C 8-[(1S)-1-(3,4-difluoro-2-methylsulfonyl-anilino)ethyl]-3,6-dimethyl-2-morpholino-quinazolin-4-one